6-hydroxy-3,4-dihydronaphthalene-2(1H)-one OC=1C=C2CCC(CC2=CC1)=O